3-(4-aminoimidazo[2,1-f][1,2,4]triazin-7-yl)-N-(2-cyanoethyl)-N,4-dimethylbenzenesulfonamide NC1=NC=NN2C1=NC=C2C=2C=C(C=CC2C)S(=O)(=O)N(C)CCC#N